C(\C=C\C1CC(=CC=C1)O)(=O)O dihydrom-coumaric acid